FC(C1CCC(CC1)C1C(NC(N1)=O)=O)(F)F 5-((1r,4r)-4-(trifluoromethyl)cyclohexyl)imidazoline-2,4-dione